1-((5-methylthiophene-2-yl)methyl)pyridinyl bromide CC1=CC=C(S1)CN1C(C=CC=C1)Br